OC1=NC(=C(C(=O)O)C=C1)C(F)(F)F 6-Hydroxy-2-(trifluoromethyl)nicotinic acid